COC1=CC(=C(C=C1)C1=NC(=NO1)C1=C(C=C(C=C1)C=1N(C=C(N1)C(F)(F)F)C)C)N1CC2CN(CC2C1)C 5-(4-methoxy-2-(5-methylhexahydropyrrolo[3,4-c]pyrrol-2(1H)-yl)phenyl)-3-(2-methyl-4-(1-methyl-4-(trifluoromethyl)-1H-imidazol-2-yl)phenyl)-1,2,4-oxadiazole